FC(CNC1=NC=C(C(=N1)C1=CNC2=C(C=CC=C12)P(C)(C)=O)C(F)(F)F)(CO)F (3-(2-((2,2-difluoro-3-hydroxypropyl)amino)-5-(trifluoromethyl)pyrimidin-4-yl)-1H-indol-7-yl)dimethylphosphine oxide